NC1=C2NC(N(C2=NC(=N1)OCCCC)CC1=CC=C(C=C1)CN1CCC(CC1)CCN)=O 6-amino-9-(4-((4-(2-aminoethyl)piperidin-1-yl)methyl)benzyl)-2-butoxy-7,9-dihydro-8H-purin-8-one